o-allyl-salicylhydroxamic acid C(C=C)C1(C(C(=O)NO)C=CC=C1)O